heptadec-4-ene CCCC=CCCCCCCCCCCCC